C(C)N(C1=NC=CC=C1C1=NC=C2NC(N(C2=N1)CC1=CC=C(C=C1)C=1N(C=C(N1)C(F)(F)F)C)=O)CC 2-(2-(diethylamino)pyridin-3-yl)-9-(4-(1-methyl-4-(trifluoromethyl)-1H-imidazol-2-yl)benzyl)-7,9-dihydro-8H-purin-8-one